(R)-6-(4-trifluoromethylphenyl)-3-(3-hydroxy-2-methylpropyl)-8-(1-methyl-1H-pyrazol-4-yl)pyrido[3,4-d]pyrimidin-4(3H)-one FC(C1=CC=C(C=C1)C1=CC2=C(N=CN(C2=O)C[C@H](CO)C)C(=N1)C=1C=NN(C1)C)(F)F